N1N=CC2=C(C=CC=C12)C1=CN=C2C(=N1)N(C(CN2)=O)CCOC 7-(1H-indazol-4-yl)-1-(2-methoxyethyl)-3,4-dihydropyrazino[2,3-b]pyrazin-2(1H)-one